2-(2-((5-(1-aminoisoquinolin-7-yl)-2-(tetrahydrofuran-3-yl)-2H-indazol-3-yl)methoxy)phenyl)acetic acid NC1=NC=CC2=CC=C(C=C12)C1=CC2=C(N(N=C2C=C1)C1COCC1)COC1=C(C=CC=C1)CC(=O)O